(7-morpholino-5-(3-(m-tolyl)-1H-pyrazol-1-yl)furo[3,2-b]pyridin-2-yl)methanamine O1CCN(CC1)C1=C2C(=NC(=C1)N1N=C(C=C1)C=1C=C(C=CC1)C)C=C(O2)CN